1-isopropyl-3-methyl-5-(2-methyl-1,3-benzoxazol-4-yl)-N-[(1-methylpyrazol-4-yl)methyl]pyrazolo[4,3-b]pyridin-7-amine C(C)(C)N1N=C(C2=NC(=CC(=C21)NCC=2C=NN(C2)C)C2=CC=CC1=C2N=C(O1)C)C